N-(5-(3,5-difluorobenzyl)-1H-indazol-3-yl)-4-(4-(1-(4-(2,4-dioxotetrahydropyrimidin-1(2H)-yl)-2-fluorobenzyl)piperidin-4-yl)piperazin-1-yl)-2-((tetrahydro-2H-pyran-4-yl)amino)benzamide FC=1C=C(CC=2C=C3C(=NNC3=CC2)NC(C2=C(C=C(C=C2)N2CCN(CC2)C2CCN(CC2)CC2=C(C=C(C=C2)N2C(NC(CC2)=O)=O)F)NC2CCOCC2)=O)C=C(C1)F